N-(4-bromo-2,5-dimethylphenyl)-4-(2-hydroxyethoxy)-1-methyl-1H-pyrazole-5-carboxamide BrC1=CC(=C(C=C1C)NC(=O)C1=C(C=NN1C)OCCO)C